4-(1-((5-methoxy-7-methyl-1H-indol-4-yl)methyl)-4-(3,3,3-trifluoropropyl)piperidin-2-yl)benzoic acid COC=1C(=C2C=CNC2=C(C1)C)CN1C(CC(CC1)CCC(F)(F)F)C1=CC=C(C(=O)O)C=C1